NC1=NC(=NN1C1=CC2=C(N=N1)CCN(C2)C(=O)OCC2=CC=CC=C2)NC2=CC=C(C=C2)OCCN2CCCC2 benzyl 3-(5-amino-3-(4-(2-(pyrrolidin-1-yl) ethoxy) phenylamino)-1H-1,2,4-triazol-1-yl)-7,8-dihydropyrido[4,3-c]pyridazine-6(5H)-carboxylate